C1(CCC1)NCCCC=1C=CC(=C(C(=O)OC)C1)OC methyl 5-(3-(cyclobutylamino)propyl)-2-methoxybenzoate